4-amino-7-fluoro-N-((1R)-1-(3-fluoro-5-(trifluoromethyl)-2-pyridinyl)ethyl)-N,3-dimethyl-3H-pyrazolo[3,4-c]quinoline-8-carboxamide NC1=NC=2C=C(C(=CC2C2=C1N(N=C2)C)C(=O)N(C)[C@H](C)C2=NC=C(C=C2F)C(F)(F)F)F